5-((5-(4-(((1R,3S)-3-Aminocyclopentyl)oxy)-6-cyclopropyl-2-methoxypyridin-3-yl)-1H-pyrazol-3-yl)amino)picolinonitrile formic acid salt C(=O)O.N[C@@H]1C[C@@H](CC1)OC1=C(C(=NC(=C1)C1CC1)OC)C1=CC(=NN1)NC=1C=CC(=NC1)C#N